(Benzylpropylamino)-2-pyridin-2-yl-4,5,6,7-tetrahydro-2H-indazol-3-ol hydrochloride Cl.C(C1=CC=CC=C1)N(CCC)C1C2=C(N(N=C2CCC1)C1=NC=CC=C1)O